(Z)-6-fluoro-3-(2-nitroprop-1-en-1-yl)-1H-indole FC1=CC=C2C(=CNC2=C1)\C=C(\C)/[N+](=O)[O-]